C(#N)C=1C=CC(=C2C=CC=NC12)N1C[C@@]2(C[C@@]2(C1)C(F)(F)F)C(=O)NNC(C#CCN1CCOCC1)=O (1S,5R)-3-(8-cyanoquinolin-5-yl)N'-(4-morpholinobut-2-ynoyl)-5-(trifluoromethyl)-3-azabicyclo[3.1.0]hexane-1-carbohydrazide